C12CN(CC(CC1)O2)C=2SC=C(N2)C2=CC=C(C(=C2OCC(NCCOCCOCCOCCNC(C2=CC=C(C=C2)N2C(NC(CC2)=O)=O)=O)=O)F)F N-(1-(6-(2-(8-oxa-3-azabicyclo-[3.2.1]octan-3-yl)thiazol-4-yl)-2,3-difluorophenoxy)-2-oxo-6,9,12-trioxa-3-azatetradecan-14-yl)-4-(2,4-dioxotetrahydropyrimidin-1(2H)-yl)-benzamide